(3R)-3-amino-7-[5-[1-(chloromethyl)-2-hydroxy-1-methyl-ethyl]-1,3,4-oxadiazol-2-yl]-5-[(4-chlorophenyl)methyl]-8-fluoro-1,1-dioxo-2,3-dihydro-1lambda6,5-benzothiazepin-4-one N[C@H]1CS(C2=C(N(C1=O)CC1=CC=C(C=C1)Cl)C=C(C(=C2)F)C=2OC(=NN2)C(CO)(C)CCl)(=O)=O